FC1=CC=C(C=2C3=C(NC12)C(CN(C3)C(=O)C3=NNC(=C3)C)OC)C (6-Fluoro-4-methoxy-9-methyl-1,3,4,5-tetrahydropyrido[4,3-b]indol-2-yl)-(5-methyl-1H-pyrazol-3-yl)methanon